ClC1=C(C(=O)N[C@H](C)C=2C=NC(=NC2)C(F)(F)F)C=C(C=C1C=1SC(=CN1)C)OC[C@H]1CN(CCO1)C 2-chloro-5-(((R)-4-methylmorpholin-2-yl)methoxy)-3-(5-methylthiazol-2-yl)-N-((R)-1-(2-(trifluoromethyl)pyrimidin-5-yl)ethyl)benzamide